FC1=C(C=C(C(=C1)OCOC)C)C=1C(CC(NN1)=O)C 6-[2-fluoro-4-(methoxymethyloxy)-5-methylphenyl]-5-methyl-4,5-dihydro-2H-pyridazin-3-one